FC(C=1C=C(C(=O)N2CC(CCC2)C(=O)NC2CCC(CC2)(C)C)C=C(C1)C(F)(F)F)(F)F 1-(3,5-bis(trifluoromethyl)benzoyl)-N-(4,4-dimethylcyclohexyl)piperidine-3-carboxamide